N1=C(C=CC=C1)N1N=C(C=C1)\C=C/1\C(NC(S1)=S)=O (5Z)-5-[[1-(2-pyridyl)pyrazol-3-yl]methylene]-2-thioxo-thiazolidin-4-one